C(#N)N([S@](=O)(=N)C=1C=NN2C1OCC[C@@H](C2)OC)C(NC2=C1CCCC1=CC=1CCCC21)=O (R,7S)-N-cyano-N-((1,2,3,5,6,7-hexahydro-s-indacen-4-yl)carbamoyl)-7-methoxy-5,6,7,8-tetrahydropyrazolo[5,1-b][1,3]oxazepine-3-sulfonimidamide